C1NCC12CC(C2)OC=2C=CC(=C(C#N)C2)C(F)(F)F 5-(2-Azaspiro[3.3]heptane-6-yloxy)-2-(trifluoromethyl)benzonitrile